O=C1OC2=C(N1CCNC(\C=C\C1=CC(=C(C(=C1)OC)OC)OC)=O)C=CC=C2 (E)-N-(2-(2-oxo-2,3-dihydro-1,3-benzooxazol-3-yl)ethyl)-3-(3,4,5-trimethoxyphenyl)acrylamide